FC1(CC(C1)N1C(C(=CC=C1)NC(C1=C(C=C(C=C1)S(=O)(=O)C)N1CCC2(CC2)CC1)=O)=O)F N-(1-(3,3-difluorocyclobutyl)-2-oxo-1,2-dihydropyridin-3-yl)-4-(methylsulfonyl)-2-(6-azaspiro[2.5]octan-6-yl)benzamide